CC1=C(C#N)C=CC(=N1)C 2,6-dimethyl-nicotinonitrile